(6-((6-((3-methoxy-5-(4-(4-methylpiperazin-1-yl)piperidin-1-yl)pyridin-2-yl)amino)-1H-pyrrolo[2,3-b]pyridin-4-yl)amino)quinoxalin-5-yl)dimethyl-phosphine oxide COC=1C(=NC=C(C1)N1CCC(CC1)N1CCN(CC1)C)NC1=CC(=C2C(=N1)NC=C2)NC=2C(=C1N=CC=NC1=CC2)P(C)(C)=O